C(C)(C)O\N=C(/C)\C1=CNC(N(C1=O)C[C@H](C(C)C)NC(OC(C)(C)C)=O)=O tert-butyl (S,E)-(1-(5-(1-(isopropoxyimino)ethyl)-2,6-dioxo-3,6-dihydropyrimidin-1(2H)-yl)-3-methylbutan-2-yl)carbamate